OC1=C(C=C2C(=NN=C(C2=C1)N[C@H](C)C=1C(=C(C#N)C=CC1)C)C)OC (R)-3-(1-((7-hydroxy-6-methoxy-4-methylphthalazin-1-yl)amino)ethyl)-2-methylbenzonitrile